tert-butyl (3-((diphenylmethylene)amino-15N)propyl)carbamate C1(=CC=CC=C1)C(C1=CC=CC=C1)=[15N]CCCNC(OC(C)(C)C)=O